C(C)(C)(C)OC(=O)N1CCN(CC1)C1=CC=C(C=N1)C=1C=C2CC(N3C(C2=CC1OC)=CC(C(=C3)C(=O)[O-])=O)C(C)(C)C 9-[6-(4-tert-butoxycarbonylpiperazin-1-yl) pyridin-3-yl]-6-tert-butyl-10-methoxy-2-oxo-6,7-dihydro-2H-pyrido[2,1-a]isoquinoline-3-carboxylate